N-MethylFormAnilid CN(C1=CC=CC=C1)C=O